2-bromo-1-(4,6-dichloropyridin-3-yl)ethan-1-one BrCC(=O)C=1C=NC(=CC1Cl)Cl